2-[2-methoxy-4-(4-methylpiperazin-1-yl)anilino]-5,6-dihydropyrimido[4,5-e]indolizine-7-carboxamide COC1=C(NC=2N=CC3=C(N4C=CC(=C4CC3)C(=O)N)N2)C=CC(=C1)N1CCN(CC1)C